C(C)(C)(C)N1[C@@H](CN(CC1)C1=CC(=C(C=C1)OC(F)F)OCC1CC1)C 1-tert-butyl-2-methyl-(R)-4-(3-(cyclopropylmethoxy)-4-(difluoromethoxy)phenyl)piperazine